N-methyl-aminopropyltriethoxysilane CNCCC[Si](OCC)(OCC)OCC